(S)-N-(3-fluoro-5-(2-(trifluoromethyl)pyrimidin-5-yl)benzyl)-2-((4-fluorophenyl)sulfonyl)-2-azabicyclo[2.1.1]hexane-3-carboxamide FC=1C=C(CNC(=O)[C@H]2N(C3CC2C3)S(=O)(=O)C3=CC=C(C=C3)F)C=C(C1)C=1C=NC(=NC1)C(F)(F)F